CCCCCCCCCCCCCCC(=O)O[C@H](COC(=O)CCCC/C=C\C/C=C\C/C=C\CCCCC)COP(=O)(O)OC[C@H](CO)O 1-(6Z,9Z,12Z-octadecatrienoyl)-2-pentadecanoyl-glycero-3-phospho-(1'-sn-glycerol)